4-((1-(3-cyano-2-methylphenyl)ethyl)amino)-2-methylquinazoline C(#N)C=1C(=C(C=CC1)C(C)NC1=NC(=NC2=CC=CC=C12)C)C